C1OCC12CCN(CC2)CC2=C(C=C(C(=O)NC1=CC(=CC=C1)[C@H](C)NC=1C=NC=3C(N1)=NN(C3)CC)C=C2)C (S)-4-((2-oxa-7-azaspiro[3.5]nonan-7-yl)methyl)-N-(3-(1-((2-ethyl-2H-pyrazolo[3,4-b]pyrazin-6-yl)amino)ethyl)phenyl)-3-methylbenzamide